CN(C(CCC)=O)CCC N-Methyl-N-propylbutanamide